(1S,5R,6S)-N-(7-chloro-6-(1-((3R,4R)-4-hydroxy-3-methyltetrahydrofuran-3-yl)piperidin-4-yl)isoquinolin-3-yl)-2-(dimethylamino)bicyclo[3.1.0]hexane-6-carboxamide ClC1=C(C=C2C=C(N=CC2=C1)NC(=O)[C@H]1[C@@H]2CCC([C@H]12)N(C)C)C1CCN(CC1)[C@@]1(COC[C@@H]1O)C